NC=1N(C(=CC1)C)C1=C(C(=C(C=C1C)Cl)OC)C 2-amino-1-(4-chloro-3-methoxy-2,6-dimethylphenyl)-5-methyl-1H-pyrrole